O=C1NC(CCC1N1C(C2=CC=C(C=C2C1)CNC(C(C1=C(C=CC=C1)O)(F)F)=O)=O)=O N-((2-(2,6-dioxopiperidin-3-yl)-1-oxoisoindolin-5-yl)methyl)-2,2-difluoro-2-(2-hydroxyphenyl)acetamide